2-((6-((2-(((methylthio)carbonothioyl)oxy)ethyl)thio)-1,2,4,5-tetrazin-3-yl)thio)ethane-1-sulfonate CSC(=S)OCCSC1=NN=C(N=N1)SCCS(=O)(=O)[O-]